2-((2,5-dichloropyrimidin-4-yl)amino)-N,N-dimethylpyridine-3-sulfonamide ClC1=NC=C(C(=N1)NC1=NC=CC=C1S(=O)(=O)N(C)C)Cl